C1(CCCCC1)C1(NC(=NC(=C1)C)NC=1C=C(C2=C(CCO2)C1)OCCCN1CCCC1)N 4-cyclohexyl-6-methyl-N2-[7-(3-pyrrolidin-1-ylpropoxy)-2,3-dihydrobenzofuran-5-yl]pyrimidine-2,4-diamine